C(C)C(CO)CCCCCCCCC 2-ethylundecanol